4-(6-chloro-2-methylpyridin-3-yl)piperazine-1-carboxylic acid tert-butyl ester C(C)(C)(C)OC(=O)N1CCN(CC1)C=1C(=NC(=CC1)Cl)C